ClC1=CC=C(C=N1)CN1N=CC(=C1)CNC1=NC=2N([C@H](C(NC2C(=N1)C)=O)[C@@H](C)OC)C (S)-2-(((1-((6-chloropyridin-3-yl)methyl)-1H-pyrazol-4-yl)methyl)amino)-7-((R)-1-methoxyethyl)-4,8-dimethyl-7,8-dihydropteridin-6(5H)-one